tert-butyl (R)-3-((1-(3-cyanophenyl)-1H-imidazol-4-yl) carbamoyl)-3-fluoropiperidine-1-carboxylate C(#N)C=1C=C(C=CC1)N1C=NC(=C1)NC(=O)[C@@]1(CN(CCC1)C(=O)OC(C)(C)C)F